N,N,N',N'-tetraallyl-2,6-pyridinedicarboxamide C(C=C)N(C(=O)C1=NC(=CC=C1)C(=O)N(CC=C)CC=C)CC=C